ClC1=C(N=C(NC1=O)C1=CNC2=NC=CC=C21)N2C(COCC2)C 5-chloro-4-[3-methylmorpholin-4-yl]-2-(1H-pyrrolo[2,3-b]pyridin-3-yl)-1H-pyrimidin-6-one